pyrazin-2-hydrazide N1=C(C=NC=C1)C(=O)NN